ClC=1C=C2C(=NC(=NC2=CC1)C)N1CC=2C=C(C=NC2CC1)C1=C(C=CC=C1)C 6-chloro-2-methyl-4-(3-(o-tolyl)-7,8-dihydro-1,6-naphthyridin-6(5H)-yl)quinazoline